((1R,5S,6s)-3-(7,7-difluoro-2-(3-fluoro-2-methylazetidin-1-yl)-6,7-dihydro-5H-cyclopenta[d]pyrimidin-4-yl)-3-azabicyclo[3.1.0]hex-6-yl)acetic acid FC1(CCC2=C1N=C(N=C2N2C[C@@H]1C([C@@H]1C2)CC(=O)O)N2C(C(C2)F)C)F